Methyl 2-bromo-4-methylbenzo[d]thiazole-6-carboxylate BrC=1SC2=C(N1)C(=CC(=C2)C(=O)OC)C